BrCC(=O)[C@H]1CN(C[C@H]1CC)C(=O)OCC1=CC=CC=C1 (3R,4S)-benzyl 3-(2-bromoacetyl)-4-ethylpyrrolidine-1-formate